tert-butyl 4-[2-chloro-4-(2-methoxy-2-oxo-ethoxy)pyrimidin-5-yl]-3,6-dihydro-2H-pyridine-1-carboxylate ClC1=NC=C(C(=N1)OCC(=O)OC)C=1CCN(CC1)C(=O)OC(C)(C)C